FC1=C(C=C(C(=C1)F)[N+](=O)[O-])[N+](=O)[O-] 1,5-difluoro-2,4-dinitro-benzene